C1(=CC(=CC=C1)C1(CC1)NC(=O)C=1C=C(C=CC1C)NC1CN(C1)C(=O)OCCCC)C1=CC=CC=C1 Butyl 3-((3-((1-([1,1'-biphenyl]-3-yl)cyclopropyl)carbamoyl)-4-methylphenyl)amino)azetidine-1-carboxylate